N-(4-fluorophenylmethyl)-2-(1-methylpyrrolidin-2-yl)ethan-1-amine FC1=CC=C(C=C1)CNCCC1N(CCC1)C